C(C)(=O)C1=NN(C2=CC=C(C=C12)C=1C=NC=2N(C1)N=C(C2)C)CC(=O)N2[C@@H](C[C@H](C2)F)C(=O)NC2=NC(=CC=C2)OC(F)(F)F (2S,4R)-1-(2-(3-acetyl-5-(2-methylpyrazolo[1,5-a]pyrimidin-6-yl)-1H-indazol-1-yl)acetyl)-4-fluoro-N-(6-(trifluoromethoxy)pyridin-2-yl)pyrrolidine-2-carboxamide